CC=1SC(=C(N1)C1=NC(=NC=C1)NC=1C=C2C=C(NC2=CC1)C(=O)N1C(CCC1)CO)C (5-((4-(2,5-dimethylthiazol-4-yl)pyrimidin-2-yl)amino)-1H-indol-2-yl)(2-(hydroxymethyl)pyrrolidin-1-yl)methanone